O1[C@@H](COCC1)CNC(=O)C1=C(C2=C(CC3(C4=CN(N=C24)CC2=NC=CC=C2)CC3)O1)C(F)(F)F N-[(2R)-1,4-dioxan-2-ylmethyl]-2'-(pyridin-2-ylmethyl)-8'-(trifluoromethyl)-2',5'-dihydrospiro[cyclopropane-1,4'-furo[2,3-g]indazole]-7'-carboxamide